C(C1=CC=CC=C1)OC=1C(=C(C=C2C(=NC(=NC12)OC1CCOCC1)N1[C@@H]2CN([C@H](C1)C2)C(=O)OC(C)(C)C)C2CC2)B2OC(C(O2)(C)C)(C)C tert-butyl (1S,4S)-5-[8-(benzyloxy)-6-cyclopropyl-2-[(oxan-4-yl)oxy]-7-(4,4,5,5-tetramethyl-1,3,2-dioxaborolan-2-yl)quinazolin-4-yl]-2,5-diazabicyclo[2.2.1]heptane-2-carboxylate